5-TRIFLUOROMETHYL-1H-PYRAZOL-4-YLBORONIC ACID FC(C1=C(C=NN1)B(O)O)(F)F